C1(=CC(=CC=C1)N1C(=NC=C1)[C@H]1NC[C@H]2[C@@H]1CCC2)C (1S,3aR,6aS)-1-(1-(m-tolyl)-1H-imidazol-2-yl)octahydrocyclopenta[c]pyrrole